COC(CC1=NNN(N1CC1CCNCC1)C1=CC=CC=C1)=O (R/S)-(2-phenyl-(piperidin-4-yl)methyl-2H-tetrazol-5-yl)acetic acid methyl ester